(S)-2-(6-(7-methyl-5-((2-(trimethylsilyl)ethoxy)methyl)-5H-pyrrolo[2,3-b]pyrazin-2-yl)isochroman-8-yl)pyrrolidine-1-carboxylic acid tert-butyl ester C(C)(C)(C)OC(=O)N1[C@@H](CCC1)C=1C=C(C=C2CCOCC12)C=1N=C2C(=NC1)N(C=C2C)COCC[Si](C)(C)C